ON=CCCP(O)(=O)C1CCCCC1 (3-(hydroxyimino)propyl)(cyclohexyl)phosphinic acid